6-phosphodeoxygluconic acid P(=O)(O)(O)OC[C@H]([C@H]([C@@H](CC(=O)O)O)O)O